C(CC)C(C)(C(C)(C1=CC=CC=C1)CCC)C1=CC=CC=C1 2,3-dipropyl-2,3-diphenyl-butane